FC(C=1C=CC=2N(N1)C(=CN2)C2=CC(=NC=N2)N2CC(OCC2)C#N)F 4-(6-(6-(Difluoromethyl)imidazo[1,2-b]pyridazin-3-yl)pyrimidin-4-yl)morpholine-2-carbonitrile